2-(1,4-oxazepan-4-yl)-6-(propan-2-yl)-5,6-dihydro-7H-pyrrolo[3,4-d]pyrimidin-7-one O1CCN(CCC1)C=1N=CC2=C(N1)C(N(C2)C(C)C)=O